2-benzyl 1-(tert-butyl) (2S)-5-cyanopyrrolidine-1,2-dicarboxylate C(#N)C1CC[C@H](N1C(=O)OC(C)(C)C)C(=O)OCC1=CC=CC=C1